C(C(=O)O)(=O)O.C(C(=O)O)(=O)O.FC1=C(C=O)C=CC(=C1)CN1CC(C1)N1CCOCC1 2-fluoro-4-((3-morpholinoazetidin-1-yl)methyl)benzaldehyde bis-oxalic acid salt